ClC1=CC=C2CCC(C2=C1Cl)=O 6,7-dichloro-2,3-dihydro-1H-inden-1-one